CC1(O[C@H](C[C@H](O1)CCN1C(=C(C(=C1C1=CC=C(C=C1)F)C1=CC=CC=C1)C(=O)NC1=CC=CC=C1)C(C)C)CC1=CC=C(C=C1)[N+](=O)[O-])C 1-(2-((4R,6S)-2,2-dimethyl-6-(4-nitrobenzyl)-1,3-dioxan-4-yl)ethyl)-5-(4-fluorophenyl)-2-isopropyl-N,4-diphenyl-1H-pyrrole-3-carboxamide